Methyl (E)-6-(N'-hydroxycarbamimidoyl)-1-(naphthalen-1-ylmethyl)-1H-indole-2-carboxylate O\N=C(\N)/C1=CC=C2C=C(N(C2=C1)CC1=CC=CC2=CC=CC=C12)C(=O)OC